C(C)OC(C1=C(C=CC=C1)C1(CCC(CC1)(COS(=O)(=O)C1=CC=C(C)C=C1)COS(=O)(=O)C1=CC=C(C)C=C1)O)=O (1-hydroxy-4,4-bis((tosyloxy)methyl)cyclohexyl)benzoic acid ethyl ester